C(C)(=O)N(C=1SC2=C(C1C(=O)N)C=CC(=C2)O)CC2=CC=CC=C2 2-[acetyl(benzyl)amino]-6-hydroxy-1-benzothiophene-3-carboxamide